OC(=O)C(F)(F)F.CC(COC1=NC=CC=C1C(F)(F)F)(C)NC(C[C@@H]1NCCC1)=O (R)-N-(2-methyl-1-((3-(trifluoromethyl)pyridin-2-yl)oxy)propan-2-yl)-2-(pyrrolidin-2-yl)acetamide TFA salt